N1=CC(=C2N1CCCC2)C2OCCC(C2)C2=NC(=C(C(=N2)N)N)C21CC(C2)(C1)C(F)(F)F 2-[2-(4,5,6,7-tetrahydropyrazolo[1,5-a]pyridin-3-yl)tetrahydropyran-4-yl]-6-[3-(trifluoromethyl)-1-bicyclo[1.1.1]pentanyl]pyrimidine-4,5-diamine